C(=CC=CCCCC)C1C(C)O1 octadienyl-epoxypropane